N(C(=N)N)OCCC(=O)NC(=N)[C@H]1N2C(N([C@H](CC1)C2)O)=O 3-(guanidinooxy)-N-(((2S,5R)-6-hydroxy-7-oxo-1,6-diazabicyclo[3.2.1]oct-2-yl)(imino)methyl)propionamide